3,3,4,4-tetramethyl-1-(8-methylimidazo[1,2-a]pyridin-3-yl)isoquinoline CC1(N=C(C2=CC=CC=C2C1(C)C)C1=CN=C2N1C=CC=C2C)C